7-chloro-6-fluoro-1-(2-isopropyl-4-methylpyridin-3-yl)pyrido[2,3-d]pyrimidine ClC=1C(=CC2=C(N(CN=C2)C=2C(=NC=CC2C)C(C)C)N1)F